4-((1R,5R)-2-acryloyl-2,6-diazabicyclo[3.2.0]hept-6-yl)-7-(8-chloronaphthalen-1-yl)-8-fluoro-2-((tetrahydro-1H-pyrrolizin-7a(5H)-yl)methoxy)-1,6-naphthyridine-3-acetonitrile C(C=C)(=O)N1[C@@H]2CN([C@@H]2CC1)C1=C(C(=NC2=C(C(=NC=C12)C1=CC=CC2=CC=CC(=C12)Cl)F)OCC12CCCN2CCC1)CC#N